1-(3-methoxy-4-((2-methylbutan-3-yn-2-yl)oxy)phenyl)ethane COC=1C=C(C=CC1OC(C)(C#C)C)CC